(R)-(1-(4-fluorophenyl)6-((6-methoxypyridin-3-yl)sulfonyl)-4,4a,5,6,7,8-hexahydro-1H-pyrazolo[3,4-g]isoquinolin-4a-yl)(pyridin-2-yl)methanone FC1=CC=C(C=C1)N1N=CC2=C1C=C1CCN(C[C@]1(C2)C(=O)C2=NC=CC=C2)S(=O)(=O)C=2C=NC(=CC2)OC